2,4,6-Tri-tert-butylphenyl-antimonol tert-butyl-6-((2-isopropylphenyl)(methyl)carbamoyl)-2-azaspiro[3.3]heptane-2-carboxylate C(C)(C)(C)C1N(CC12CC(C2)C(N(C)C2=C(C=CC=C2)C(C)C)=O)C(=O)O.C(C)(C)(C)C2=C(C(=CC(=C2)C(C)(C)C)C(C)(C)C)C=2[SbH]C=CC2